N-[4-(3-Cyanophenyl)-5-(2,6-dimethyl-4-pyridyl)thiazol-2-yl]-3-methyl-3,6-diazabicyclo[3.2.0]heptan-6-carboxamid C(#N)C=1C=C(C=CC1)C=1N=C(SC1C1=CC(=NC(=C1)C)C)NC(=O)N1C2CN(CC2C1)C